2-Butyl-8,8,11-trimethyl-2-(2-oxopropyl)-5-pentyl-8a,9,10,12a-tetrahydro-4H,8H-benzo[c][1,3]dioxino[4,5-f]chromen-4-on C(CCC)C1(OC(C=2C(=C3C4C(C(OC3=CC2CCCCC)(C)C)CCC(=C4)C)O1)=O)CC(C)=O